1-hydroxy-2-(1H-imidazol-1-yl)ethane-1,1-bisphosphonic acid OC(CN1C=NC=C1)(P(O)(=O)O)P(O)(=O)O